OCC1(COC1)CN(CCCCCCCC(=O)N(CCCCCCCCCC)CCCCCCCCCC)CCCCCCCC(=O)N(CCCCCCCCCC)CCCCCCCCCC 8,8'-(((3-(HYDROXYMETHYL)OXETAN-3-YL)METHYL)AZANEDIYL)BIS(N,N-DIDECYLOCTANAMIDE)